4-[5-(2-amino-1-hydroxyethyl)-4-methyl-1,3-thiazol-2-yl]-3-(2-methyl-6-morpholin-4-ylpyrimidin-4-yl)oxybenzonitrile NCC(O)C1=C(N=C(S1)C1=C(C=C(C#N)C=C1)OC1=NC(=NC(=C1)N1CCOCC1)C)C